ethyl 5-hydroxy-2-methylbenzofuran-3-carboxylate OC=1C=CC2=C(C(=C(O2)C)C(=O)OCC)C1